p-aminophenylserinol NC1=CC=C(C=C1)NC(CO)CO